4-bromo-6-hydroxy-N-(6-methoxy-2-methyl-indazol-5-yl)-2-methyl-indazole-7-carboxamide BrC=1C2=CN(N=C2C(=C(C1)O)C(=O)NC1=CC2=CN(N=C2C=C1OC)C)C